C(C)(C)(C)C1(C(C=CC=C1)N=C=N)C(C)(C)C dl-2,2-di-tert-butylphenyl-carbodiimide